OC1=C(C2=CC=CC=C2C=C1)O.[Na].[Na] disodium dihydroxynaphthalene